CC(CCOC(=O)C1C2C=CC(C1)C2)CC 5-(3-methylpentoxycarbonyl)-bicyclo[2.2.1]hept-2-ene